S1C(=CC=C1)C1=CC=2C(=NSN2)C=C1 5-(thien-2-yl)benzo[c][1,2,5]Thiadiazole